C1(=CC=CC=C1)P(O)(O)(O)C1=CC=CC=C1.OP(O)OP(O)O.OCC(CO)(CO)CO pentaerythritol diphosphite (diphenyl-phosphite)